N-benzyl-2-(4-isopropoxyphenyl)-3-oxo-7-[rac-(1S)-1-(4-bromo-3-chloro-phenyl)-2,2,2-trifluoro-ethyl]-6,8-dihydro-5H-imidazo[1,5-a]pyrazine-1-carboxamide C(C1=CC=CC=C1)NC(=O)C=1N(C(N2C1CN(CC2)[C@H](C(F)(F)F)C2=CC(=C(C=C2)Br)Cl)=O)C2=CC=C(C=C2)OC(C)C |r|